4-(4,6-dimethoxytriazin-2-yl)-4-methylmorpholinium tetrafluoroborate F[B-](F)(F)F.COC1=NN(NC(=C1)OC)[N+]1(CCOCC1)C